C(C)(C)(C)OC(=O)N(CCCCCOC1=C(C(=CC(=C1)C)F)S(=O)(=O)N1[C@@H](CCC1)C(=O)OC(C)(C)C)C1CCC(CC1)(F)F tert-Butyl ((2-((5-((tert-butoxycarbonyl)(4,4-difluorocyclohexyl)amino)pentyl)oxy)-6-fluoro-4-methylphenyl)sulfonyl)-L-prolinate